C12(CCCC=3OC4=C(C31)C=CC=C4CO)COCC2 (4,5-Dihydro-2H,3'H-spiro[furan-3,1'-dibenzofuran]-6'-yl)methanol